FC=1C=C(CN2C(C(C(C[C@@H]2COC)=CN(C)C)=O)=O)C=CC1F (R)-1-(3,4-difluorobenzyl)-4-((dimethylamino)methylene)-6-(methoxymethyl)piperidine-2,3-dione